C(C)(C)C=1C=C(N(N1)C)C(=O)O 5-isopropyl-2-methyl-pyrazole-3-carboxylic acid